(4-aminopyridin-2-yl)-4-methylpiperidin-4-ol NC1=CC(=NC=C1)N1CCC(CC1)(O)C